C12(CC3CC(CC(C1)C3)C2)CCOC(CC(=O)O)=O malonic acid adamantan-1-ylethyl ester